2-(5-(3-((tert-butoxycarbonyl) amino) piperidine-1-carbonyl)-7-methoxy-1-methyl-1H-benzo[d]imidazol-2-yl)-1-ethyl-1H-pyrrolo[2,3-b]pyridin-6-ylacetate C(C)(C)(C)OC(=O)NC1CN(CCC1)C(=O)C1=CC2=C(N(C(=N2)C2=CC=3C(=NC(=CC3)CC(=O)[O-])N2CC)C)C(=C1)OC